(6aR,9R)-N-((R)-pentan-2-yl)-7-propyl-4,6,6a,7,8,9-hexahydroindolo[4,3-fg]quinoline-9-carboxamide C[C@H](CCC)NC(=O)[C@H]1CN([C@@H]2CC=3C4=C(C2=C1)C=CC=C4NC3)CCC